C(CCC)C1=CN=C(C(=N1)N1CCC(CC1)C(=O)O)C1=CC=C(C=C1)S(=O)(=O)C 1-(6-Butyl-3-(4-(Methylsulfonyl)Phenyl)Pyrazin-2-yl)Piperidine-4-carboxylic acid